N-[4-(2,4-difluorophenoxy)-3-(1-methyl-6-oxo-5-pyrrolidin-1-ylpyridin-3-yl)phenyl]methanesulfonamide FC1=C(OC2=C(C=C(C=C2)NS(=O)(=O)C)C2=CN(C(C(=C2)N2CCCC2)=O)C)C=CC(=C1)F